N-(4-(2-(4-chlorophenyl)pent-3-yn-2-yl)thiazol-2-yl)-2,6-difluoro-4-(piperazin-1-yl)benzamide ClC1=CC=C(C=C1)C(C)(C#CC)C=1N=C(SC1)NC(C1=C(C=C(C=C1F)N1CCNCC1)F)=O